CC(C1=C(C(=CC(=C1)C(C)C)C(C)C)O)C 2,4,6-tris(dimethyl-methyl)phenol